CC1(COC2=C1C(=CC=C2)OC2=CC=C(C=N2)NC2=NC=CC=C2N)C N2-[6-[(3,3-dimethyl-2H-benzofuran-4-yl)oxy]-3-pyridyl]pyridine-2,3-diamine